2,6-bis((S)-1-phenylethyl)aniline C1(=CC=CC=C1)[C@H](C)C1=C(N)C(=CC=C1)[C@@H](C)C1=CC=CC=C1